3-(5-((4-(2,6-dichlorophenyl)piperazin-1-yl)methyl)-1-oxoisoindolin-2-yl)piperidine-2,6-dione ClC1=C(C(=CC=C1)Cl)N1CCN(CC1)CC=1C=C2CN(C(C2=CC1)=O)C1C(NC(CC1)=O)=O